7-(8-ethyl-7-fluoro-3-(methoxymethoxy)naphthalen-1-yl)-N,N-dimethyl-2-(methylthio)-7,8-dihydro-5H-pyrano[4,3-d]pyrimidin-4-amine C(C)C=1C(=CC=C2C=C(C=C(C12)C1CC=2N=C(N=C(C2CO1)N(C)C)SC)OCOC)F